C(CCCCCCCCCC)C1=C(C(=NC2=NC=CC=C12)CCCCCCCCCCF)CCCCCCCCCCC di-undecyl-fluorodecyl-naphthyridine